4-chloro-2-(hydroxyimino)-N-(2-methylphenyl)acetamide ethyl-2-[6-ethyl-3-(trifluoromethyl)-5,6-dihydro-4H-cyclopenta[c]pyrazol-2-yl]acetate C(C)OC(CN1N=C2C(=C1C(F)(F)F)CCC2CC)=O.ClC2=CC(=C(C=C2)NC(C=NO)=O)C